4-(ethylamino)butan-1-ol C(C)NCCCCO